1-cyclohexyl-3,4-diiminocyclohexane C1(CCCCC1)C1CC(C(CC1)=N)=N